((benzyloxy)methyl)tetrahydro-2H-pyran-3-amine C(C1=CC=CC=C1)OCC1OCCCC1N